C1(=CC=CC=C1)C1(CC=NO1)C1=CC=CC=C1 5,5-diphenyl-2-isoxazoline